5-(4-hydroxyphenoxy)-7-oxo-bicyclo[2.2.1]Hept-2-ene OC1=CC=C(OC2C3C=CC(C2)C3=O)C=C1